CC=1/C(/C(N(N1)C1=CC=CC=C1)=O)=C/C1=CC=C(C=C1)C (Z)-5-methyl-4-(4-methylbenzylidene)-2-phenyl-2,4-dihydro-3H-pyrazol-3-one